N[C@H](C=1N=C2N(N=CC(=C2)C(NC(CCC(F)(F)F)=O)=C2CCC2)C1)C1CCC(CC1)(F)F N-((R*)-(2-((S)-amino(4,4-difluorocyclohexyl)methyl)imidazo[1,2-b]pyridazin-7-yl)(cyclobutylyl)methyl)-4,4,4-trifluorobutanamide